CC=1C=C(C=CC1C)C=1C=C2CCN(C(C2=CC1)=O)C1CS(C=C1)(=O)=O 6-(3,4-dimethylphenyl)-2-(1,1-dioxido-2,3-dihydrothiophen-3-yl)-3,4-dihydroisoquinolin-1(2H)-one